N[C@@H]1[C@@H](OCC12CCN(CC2)C2=NC(=C(C=1N2C=CN1)C=1C(=C(C#N)C(=CC1)OC)Cl)C)C {5-[(3S,4S)-4-amino-3-methyl-2-oxa-8-azaspiro[4.5]dec-8-yl]-7-methylimidazo[1,2-c]pyrimidin-8-yl}-2-chloro-6-methoxybenzonitrile